N6-methyl-2'-deoxyadenosine-5'-Triphosphate CNC1=C2C(=NC=N1)N(C=N2)[C@H]3C[C@@H]([C@H](O3)COP(=O)(O)OP(=O)(O)OP(=O)(O)O)O